5-(6-((3-ethyl-2-oxo-1,2-dihydropyrido[3,4-b]pyrazin-7-yl)methyl)-2,6-diazaspiro[3.3]heptan-2-yl)-N,6-dimethylpicolinamide C(C)C=1C(NC2=C(N1)C=NC(=C2)CN2CC1(CN(C1)C=1C=CC(=NC1C)C(=O)NC)C2)=O